9-methoxycarbonyl-dec-9-enoic acid COC(=O)C(CCCCCCCC(=O)O)=C